6-(3-chloropyridin-4-yl)-2-((4-((2-(dimethylamino)ethyl)(methyl)amino)phenyl)amino)-5-ethynyl-8-methylpyrido[2,3-d]pyrimidin-7(8H)-one ClC=1C=NC=CC1C1=C(C2=C(N=C(N=C2)NC2=CC=C(C=C2)N(C)CCN(C)C)N(C1=O)C)C#C